N-(((9H-fluoren-9-yl)methoxy)carbonyl)-N-pentylglycine C1=CC=CC=2C3=CC=CC=C3C(C12)COC(=O)N(CC(=O)O)CCCCC